COC=1C=NC=C(C1)OC1=C(C=C(C=C1)OC(F)(F)F)OC 3-methoxy-5-[2-methoxy-4-(trifluoromethoxy)phenoxy]pyridine